6-((1S,4S)-5-(4-(2-(2-Aminopyridin-3-yl)-5-phenyl-3H-imidazo[4,5-b]pyridin-3-yl)benzyl)-2,5-diazabicyclo[2.2.1]heptan-2-yl)pyrimidine-4-carbonitrile NC1=NC=CC=C1C1=NC=2C(=NC(=CC2)C2=CC=CC=C2)N1C1=CC=C(CN2[C@@H]3CN([C@H](C2)C3)C3=CC(=NC=N3)C#N)C=C1